C(#N)C(=O)[C@@H](O)[C@H](O)CO cyanothreose